ClC=1C=CC=C2C=CN=C(C12)N(C(C1=C(C=C(C=C1)NC1=NC=CC=N1)F)=O)[C@H]1CNCCC1 (R)-N-(8-chloroisoquinolin-1-yl)-2-fluoro-N-(piperidin-3-yl)-4-(pyrimidin-2-ylamino)benzamide